2-Chloro-4-(methylthio)-6-(trifluoromethyl)pyrimidine ClC1=NC(=CC(=N1)SC)C(F)(F)F